ClC1=NC(=NC=C1C=O)SC 4-chloro-2-(methylthio)pyrimidine-5-carbaldehyde